6-chloro-1-methyl-1H-pyrazolo[3,4-b]pyridine-4-carbaldehyde ClC=1C=C(C2=C(N1)N(N=C2)C)C=O